5,6,7,8-tetrahydroimidazo[1,2-a]pyrazin N=1C=CN2C1CNCC2